C1=CC=CC2=CC(=CC=C12)C=O 6-naphthalenyl-formaldehyde